1-methyl-4-[4-methyl-4-(5-methyl-1,3-benzoxazol-2-yl)piperidin-1-yl]-7-[(oxetan-3-yl)methyl]-2-oxo-1,2-dihydroquinoline-3-carbonitrile CN1C(C(=C(C2=CC=C(C=C12)CC1COC1)N1CCC(CC1)(C=1OC2=C(N1)C=C(C=C2)C)C)C#N)=O